C(C)(C)N1[C@H](CN(CC1)C=1C=CC2=C(C1C)OC(C=1CNCCC12)=O)COC (R)-8-(4-isopropyl-3-(methoxymethyl)piperazin-1-yl)-7-methyl-1,2,3,4-tetrahydro-5H-chromeno[3,4-c]pyridin-5-one